2-{3-[(3S)-3-cyclopropylpiperazin-1-yl]-1,2,4-triazin-6-yl}-5-[1-(2H3)methyl-1H-pyrazol-4-yl]phenol C1(CC1)[C@H]1CN(CCN1)C=1N=NC(=CN1)C1=C(C=C(C=C1)C=1C=NN(C1)C([2H])([2H])[2H])O